C(=O)O.ClC=1C=C(NC=2C=3N(C=CN2)C(=CN3)C3=C(C(=C(OCC#N)C=C3)F)F)C=CC1C(=O)N1CCN(CC1)C(=O)[C@H]1NC[C@@H](C1)O 2-[4-[8-[3-chloro-4-[4-[(2S,4R)-4-hydroxypyrrolidine-2-carbonyl]piperazine-1-carbonyl]anilino]imidazo[1,2-a]pyrazin-3-yl]-2,3-difluoro-phenoxy]acetonitrile formate